FC(C(=O)[O-])(F)F.COC1=NC=2N(C=C1)C(=NN2)[C@@H]2C[C@@H](CCC2)[NH3+] (1R,3S)-3-(7-methoxy-[1,2,4]triazolo[4,3-a]pyrimidin-3-yl)cyclohexanaminium 2,2,2-trifluoroacetate